3,7-dichloro-5-fluoro-isoquinoline ClC=1N=CC2=CC(=CC(=C2C1)F)Cl